(S)-1-(tert-butyl)-3-(6-oxo-5-(1-phenylethyl)-3-(trifluoromethyl)-5,6,7,8-tetrahydro-1,5-naphthyridin-2-yl)urea C(C)(C)(C)NC(=O)NC1=NC=2CCC(N(C2C=C1C(F)(F)F)[C@@H](C)C1=CC=CC=C1)=O